Cl.FC1=CC=C(C=C1)NC(=O)C1(CC1)C(=O)NC1=CC=C(C=C1)OC1=CC=NC2=CC(=CC=C12)C=1C=NN(C1)C1CCNCC1 1-N'-(4-Fluorophenyl)-1-N-[4-[7-(1-piperidin-4-ylpyrazol-4-yl)quinolin-4-yl]oxyphenyl]cyclopropane-1,1-dicarboxamide hydrochloride